2-methyl-1-(2,4,6-trihydroxy-3,5-bis-(3-methylbut-2-en-1-yl)phenyl)butan-1-one CC(C(=O)C1=C(C(=C(C(=C1O)CC=C(C)C)O)CC=C(C)C)O)CC